C(CC#C)C1(N=N1)CCC(=O)N1C(CCC1)COC1=NC2=CC=CC=C2C=C1C#N 2-((1-(3-(3-(but-3-yn-1-yl)-3H-diazirin-3-yl)propanoyl)pyrrolidin-2-yl)methoxy)quinoline-3-carbonitrile